Imidazole aluminum [Al].N1C=NC=C1